[Mg+2].[Zn+2].[O-2].[Zn+2].[O-2].[O-2] zinc oxide zinc magnesium